2,4,6-triisopropoxyboroxine C(C)(C)OB1OB(OB(O1)OC(C)C)OC(C)C